acrylic acid 2-(diethylamino)ethyl ester C(C)N(CCOC(C=C)=O)CC